C[C@@H]1CC[C@@]2(CC[C@@]3(C(=CC[C@H]4[C@]3(CC[C@@H]5[C@@]4(CC[C@@H](C5(C)C)O)C)C)[C@@H]2[C@H]1C)C)C(=O)O 3beta-Hydroxyurs-12-en-28-oic Acid